2-CHLORO-3-FLUORO-4-FORMYLPYRIDINE ClC1=NC=CC(=C1F)C=O